COC=1C=C2C(=NC=NC2=CC1OC)N1CCN(CCC1)CP(O)(O)=O ((4-(6,7-dimethoxyquinazolin-4-yl)-1,4-diazepan-1-yl)methyl)phosphonic acid